N-(5-(3,5-difluorobenzyl)-1H-indazol-3-yl)-4-(4-(1-((2-(2,6-dioxopiperidin-3-yl)-1-oxoisoindolin-5-yl)methyl)piperidin-3-yl)piperazin-1-yl)-2-((tetrahydro-2H-pyran-4-yl)amino)benzamide FC=1C=C(CC=2C=C3C(=NNC3=CC2)NC(C2=C(C=C(C=C2)N2CCN(CC2)C2CN(CCC2)CC=2C=C3CN(C(C3=CC2)=O)C2C(NC(CC2)=O)=O)NC2CCOCC2)=O)C=C(C1)F